6-(ethoxymethoxy)-5'-methyl-4-(2-methyloctan-2-yl)-2'-(prop-1-en-2-yl)-1',2',3',4'-tetrahydro-[1,1'-biphenyl]-2-ol C(C)OCOC=1C=C(C=C(C1C1C(CCC(=C1)C)C(=C)C)O)C(C)(CCCCCC)C